methyl (S)-1-(2-((tert-butoxycarbonyl) amino) propyl)-2-oxo-1,2-dihydropyridine-4-carboxylate C(C)(C)(C)OC(=O)N[C@H](CN1C(C=C(C=C1)C(=O)OC)=O)C